N1(N=NN=C1)C1=CC=C(C=C1)C1=CC=C2C(=N1)SC(=N2)OC(C)C2CCN(CC2)C2=NC(=NO2)C(C)C 5-(4-(1-((5-(4-(1H-tetrazol-1-yl)phenyl)thiazolo[5,4-b]pyridin-2-yl)oxy)ethyl)piperidin-1-yl)-3-isopropyl-1,2,4-oxadiazole